NCC1=C(C=CC=C1)CC(=O)O [2-(aminomethyl)phenyl]acetic acid